2-((1S,2R)-2-(((5-bromo-2-nitrophenyl)amino)methyl)-1-methylcyclopropyl)ethan-1-ol BrC=1C=CC(=C(C1)NC[C@H]1[C@](C1)(C)CCO)[N+](=O)[O-]